C(#N)CN1C[C@@H]2[C@H](C1)CC(C2)NC2=C1C(=NC=C2C=2SC(=CN2)C(=O)N2CCC(CC2)C(=O)N(C)C)NC=C1 1-(2-(4-(((3aR,5s,6aS)-2-(cyanomethyl)octahydrocyclopenta[c]pyrrol-5-yl)-amino)-1H-pyrrolo[2,3-b]pyridin-5-yl)thiazole-5-carbonyl)-N,N-dimethylpiperidine-4-carboxamide